ethyl 4-((5-amino-2-chloro-2'-(dichloromethoxy)-[1,1-biphenyl]-4-yl)amino)-3-(4-((cyclopropylmethyl)sulfonyl)phenyl)-4-oxobutanoate NC=1C(=CC(=C(C1)C1=C(C=CC=C1)OC(Cl)Cl)Cl)NC(C(CC(=O)OCC)C1=CC=C(C=C1)S(=O)(=O)CC1CC1)=O